O1C=NC(=C1)CCC1=C(C=C2C=C(N(C2=C1)S(=O)(=O)C1=CC=C(C)C=C1)CNC(OC(C)(C)C)=O)OC(F)(F)F tert-butyl ((6-(2-(oxazol-4-yl)ethyl)-1-tosyl-5-(trifluoromethoxy)-1H-indol-2-yl)methyl)carbamate